7-bromo-2,6-naphthyridine-1,3(2H,4H)-dione BrC1=NC=C2CC(NC(C2=C1)=O)=O